CC1COCC(=N1)C1=NC=C(C=C1)C(F)(F)F 3-methyl-5-(5-(trifluoromethyl)pyridin-2-yl)-3,6-dihydro-2H-1,4-oxazine